CN(C)CCN=[N+]=[N-] N,N-dimethyl-azidoethylamine